ClC1=C(C=C(C=C1)C1=CC(=C(C=C1)O)C(=O)N1CCOCC1)CC(C(=O)NC1=CC=C(C=C1)C1=NN=CN1C)NC(=O)C=1N(N=CC1)C N-[1-[[2-chloro-5-[4-hydroxy-3-(morpholine-4-carbonyl)phenyl]phenyl]methyl]-2-[4-(4-methyl-1,2,4-triazol-3-yl)anilino]-2-oxo-ethyl]-2-methyl-pyrazole-3-carboxamide